4-((5-bromothiophen-2-yl)methylene)-2-(2-methoxyphenyl)oxazol-5(4H)-one BrC1=CC=C(S1)C=C1N=C(OC1=O)C1=C(C=CC=C1)OC